CC1([C@]2(C(C[C@@H]1CC2)=O)CS(=O)(=O)[O-])C.O[C@]2([C@@H]([NH2+]C2)C)C (2S,3R)-3-hydroxy-2,3-dimethylazetidinium [(1R,4S)-7,7-dimethyl-2-oxobicyclo[2.2.1]hept-1-yl]methanesulfonate